molybdenum-Titanium [Ti].[Mo]